1-cyclopentyl-7-((4-(1-methylpiperidin-4-yl)phenyl)amino)-2-oxo-1,2-dihydro-1,6-naphthyridine-3-carbonitrile C1(CCCC1)N1C(C(=CC2=CN=C(C=C12)NC1=CC=C(C=C1)C1CCN(CC1)C)C#N)=O